1-(2-fluorophenyl)ethane-1-amine FC1=C(C=CC=C1)C(C)N